ClC1=C(C=CC(=C1)Cl)C(=O)C=1C(OC2=C(C(=CC=C2C1)O)O)=O 3-[(2,4-Dichlorophenyl)carbonyl]-7,8-dihydroxy-2H-chromen-2-one